N[Co-3](N)(N)(N)(N)N hexaaminocobalt (III)